C(C#CC)(=O)NC=1C=C2C=CN=C(C2=CC1)N1C[C@@H](CC1)NC(OC(C)(C)C)=O (R)-tert-butyl (1-(6-(but-2-ynamido)isoquinolin-1-yl)pyrrolidin-3-yl)carbamate